OC1=CC=C2CC[C@H](OC2=C1)C=1C(=C(C(=CC1)O)O)CC=C(C)C 4-[(2S)-7-hydroxy-3,4-dihydro-2H-chromen-2-yl]-3-(3-methylbut-2-enyl)benzene-1,2-diol